C(C(=O)O)(=O)O.OCC(CO)(CO)CO pentaerythritol mono-oxalate